thienyl-sulfonyl chloride S1C(=CC=C1)S(=O)(=O)Cl